2-(4,4-difluoropiperidin-1-yl)-1-methyl-1H-imidazole-4-carbaldehyde FC1(CCN(CC1)C=1N(C=C(N1)C=O)C)F